C(C(C)C)C=1C=CC(=C(C1)C(=O)N1CCN(CC1)CC=1N=NC=CC1)C=1N=NNN1 [5-isobutyl-2-(2H-tetrazol-5-yl)phenyl]-[4-(pyridazin-3-ylmethyl)piperazin-1-yl]methanone